FC1=CC(=C(C=C1)C=1CCCC2=C(C1C1=CC=C(C=C1)CC1CN(C1)CCCF)C=CC=C2)OC 8-(4-Fluoro-2-methoxyphenyl)-9-(4-((1-(3-fluoropropyl)azetidin-3-yl)methyl)phenyl)-6,7-dihydro-5H-benzo[7]annulen